ClC=1C(N(C=CC1OC([2H])([2H])C1=C(C=C(C=C1)F)F)C1=CC(=NC=C1C)N1C(C(=CC=C1C)C(C)(C)O)=O)=O 3''-chloro-4''-((2,4-difluorophenyl)methoxy-d2)-3-(2-hydroxypropan-2-yl)-5',6-dimethyl-2H,2''H-[1,2':4',1''-terpyridine]-2,2''-dione